1H-indol-4-yl 2-(1-(aminomethyl)cyclohexyl)-acetate NCC1(CCCCC1)CC(=O)OC1=C2C=CNC2=CC=C1